C(#N)C=1C=NN2C1C(=CC(=C2)C=2C=NN(C2C)C2CCN(CC2)C#N)O[C@H](C)C2=NN(C=C2)C 4-(4-[3-Cyano-4-[(1R)-1-(1-methylpyrazol-3-yl)ethoxy]pyrazolo[1,5-a]pyridin-6-yl]-5-methylpyrazol-1-yl)piperidine-1-carbonitrile